heptadecan-9-yl (Z)-6-(4-(2-((3-(dimethylamino)propanoyl)oxy)ethyl)-6-(hexadec-7-en-1-yl)morpholin-2-yl)hexanoate CN(CCC(=O)OCCN1CC(OC(C1)CCCCCC\C=C/CCCCCCCC)CCCCCC(=O)OC(CCCCCCCC)CCCCCCCC)C